COC=1C=C(C=CC1OC)/C=C/C(=O)C=1C=CC(=C(OCC(=O)OC(C)(C)C)C1)F tert-butyl (E)-2-(5-(3-(3,4-dimethoxyphenyl)acryloyl)-2-fluorophenoxy)acetate